5,6,7,8-tetrahydropyrazolo[5,1-b][1,3]Oxazepine N1=CC=C2OCCCCN21